N[C@@]1(CN(CC1)C1=C(C=NC=C1C1=NC2=C(N1)C=CC=C2C)C(=O)NC2CC2)C 4-[(3S)-3-amino-3-methylpyrrolidin-1-yl]-N-cyclopropyl-5-(4-methyl-1H-1,3-benzodiazol-2-yl)pyridine-3-carboxamide